1,6-dimethyl-4-[4-methyl-4-(6-methyl-1,3-benzoxazol-2-yl)piperidin-1-yl]-2-oxo-1,2-dihydroquinoline-3-carboxamide CN1C(C(=C(C2=CC(=CC=C12)C)N1CCC(CC1)(C=1OC2=C(N1)C=CC(=C2)C)C)C(=O)N)=O